OC1=CC=C(C=C1)C(C1=CC=C(OCC(=O)O)C=C1)C1=NC=CC=C1 2-(4-((4-hydroxyphenyl)(pyridin-2-yl)methyl)phenoxy)acetic acid